(2Z)-3-(2-isopropylphenyl)-2-[[6-[1-[4-(trifluoromethoxy)phenyl]-1,2,4-triazol-3-yl]-2-quinolinyl]imino]thiazolidin-4-one C(C)(C)C1=C(C=CC=C1)N1/C(/SCC1=O)=N/C1=NC2=CC=C(C=C2C=C1)C1=NN(C=N1)C1=CC=C(C=C1)OC(F)(F)F